Cl.N[C@@H](C)C1=NC(=NN1C1=NC=C(C(=O)OC)C=C1)N(C)C methyl 6-{5-[(1S)-1-aminoethyl]-3-(dimethylamino)-1H-1,2,4-triazol-1-yl}nicotinate hydrochloride